methyl 3-(9-((4-(aminomethyl)-2,6-dimethylphenyl)carbamoyl)-4,5-dihydrobenzo[b]thieno[2,3-d]oxepin-8-yl)-6-(3,3-dimethylazetidine-1-carbonyl)picolinate NCC1=CC(=C(C(=C1)C)NC(=O)C1=CC2=C(OCCC3=C2SC=C3)C=C1C=1C(=NC(=CC1)C(=O)N1CC(C1)(C)C)C(=O)OC)C